tert-butyl 2-[4-[3-(2,6-dioxo-3-piperidyl)-1-methyl-indazol-6-yl]-1-piperidyl]acetate O=C1NC(CCC1C1=NN(C2=CC(=CC=C12)C1CCN(CC1)CC(=O)OC(C)(C)C)C)=O